Cl.Cl.FC1(C(CNCC1)C1=CC(=NC=C1)CC(C(C)(F)F)N)F ((4-(4,4-difluoropiperidin-3-yl)pyridin-2-yl)methyl)-2,2-difluoropropan-1-amine dihydrochloride